5-(benzofuran-6-yl)pyrimidine-2,4-diol O1C=CC2=C1C=C(C=C2)C=2C(=NC(=NC2)O)O